C(C)(C)C1=C(C=C(C=C1)C)N1/C(/SCC1=O)=N/C(=O)NC1=C(C=C(C=C1)C=1N=CN(C1)C1=NC=C(C=C1)C(F)(F)F)C (Z)-1-(3-(2-isopropyl-5-methylphenyl)-4-oxothiazolidin-2-ylidene)-3-(2-methyl-4-(1-(5-(trifluoromethyl)pyridin-2-yl)-1H-imidazol-4-yl)phenyl)urea